C(CCCC=C)OC1(CC=C(C=C1)OCCCCC=C)N=NC1=CC=CC=C1 1,4-bis-(hex-5-ene-1-oxy)azobenzene